tert-butyl N-cyclobutyl-N-(piperidin-4-yl)carbamate C1(CCC1)N(C(OC(C)(C)C)=O)C1CCNCC1